O1CC(CC1)ONC1=CC=CC=C1 tetrahydrofuran-3-yloxyaniline